[C@@H]1(C[C@H](O)[C@@H](CO)O1)N1C=CC=2C(O)=NC=NC12 7-deaza-2'-deoxyinosine